tert-butyl (1S,4S)-5-(2-fluoro-5-formylphenyl)-2,5-diazabicyclo[2.2.1]heptan-2-carboxylate FC1=C(C=C(C=C1)C=O)N1[C@@H]2CN([C@H](C1)C2)C(=O)OC(C)(C)C